ClC1=CC=C(CCN[C@H](C(=O)C2=CNC3=CC=CC=C23)C2=CC=CC=C2)C=C1 |r| (S)- and (R)-2-((4-chlorophenethyl)amino)-1-(1H-indol-3-yl)-2-phenylethan-1-one